FC1(CN(CC1)C(=O)C1=C(C=CC(=C1F)F)CNC(C1=C(C(=CC=C1C)C=1C=CC=2N(N1)C=C(N2)NC(C)=O)F)=O)F N-{[2-(3,3-difluoropyrrolidine-1-carbonyl)-3,4-difluorophenyl]methyl}-3-{2-acetamidoimidazo[1,2-b]pyridazin-6-yl}-2-fluoro-6-methylbenzamide